N[C@H](CC1=C(C=2N=NC=C(C2S1)NCC1=CC=NS1)C)C 6-[(2S)-2-aminopropyl]-7-methyl-N-[(1,2-thiazol-5-yl)methyl]thieno[3,2-c]pyridazin-4-amine